2-Methylquinoline-5-sulfonamide CC1=NC=2C=CC=C(C2C=C1)S(=O)(=O)N